CC=1C(=NC=C(C1)C(F)(F)F)C1CCC(CC1)N1CC2(CS(C2)(=O)=O)CC1 6-((1r,4r)-4-(3-methyl-5-(trifluoromethyl)pyridin-2-yl)cyclohexyl)-2-thia-6-azaspiro[3.4]octane 2,2-dioxide